2-((1-(2-cyano-3-(3,4-dihydroisoquinolin-2(1H)-yl)-7-methylquinoxalin-5-yl)ethyl)amino)benzoic acid C(#N)C1=NC2=CC(=CC(=C2N=C1N1CC2=CC=CC=C2CC1)C(C)NC1=C(C(=O)O)C=CC=C1)C